(S)-2-((6-((5-chloro-3-fluorothiophen-2-yl)methoxy)-3-fluoro-3',6'-dihydro-[2,4'-bipyridin]-1'(2'H)-yl)methyl)-1-(oxetan-2-ylmethyl)-1H-benzo[d]imidazole-6-carboxylic acid ClC1=CC(=C(S1)COC1=CC=C(C(=N1)C=1CCN(CC1)CC1=NC2=C(N1C[C@H]1OCC1)C=C(C=C2)C(=O)O)F)F